5,6-dibromo-4-methyl-2-cyclohexene-1-formamide BrC1C(C=CC(C1Br)C(=O)N)C